C(C)N(CCN(C(CN1C(=NC(C2=C1CCC2)=O)SCC2=CC=C(C=C2)F)=O)CC2=CC=C(C=C2)C2=CC=C(C=C2)C(F)(F)F)CC N-(2-Diethylaminoethyl)-2-[2-[(4-fluorophenyl)methylsulfanyl]-4-oxo-6,7-dihydro-5H-cyclopenta[d]pyrimidin-1-yl]-N-[[4-[4-(trifluoromethyl)phenyl]phenyl]methyl]acetamide